2,8-dichloropyrimido[5,4-d]pyrimidine ClC=1N=CC2=C(N1)C(=NC=N2)Cl